C(CCCC)C1=CC=C(C=C1)C1=CC=C(C=C1)C#C 4'-n-pentyl-4-ethynylbiphenyl